5-bromopyridin-3-ol BrC=1C=C(C=NC1)O